N-(benzenesulfonyl)-4-[4-[[2-(5-hydroxypyridine-3-yl)phenyl]methyl]piperazine-1-yl]benzamide C1(=CC=CC=C1)S(=O)(=O)NC(C1=CC=C(C=C1)N1CCN(CC1)CC1=C(C=CC=C1)C=1C=NC=C(C1)O)=O